O=S1(CC2=C(C1)C=C(C=C2)NC=2N=CC1=C(N2)N(C(C(=C1)N1CCOCC1)=O)[C@H]1[C@](CCC1)(C)O)=O 2-((2,2-dioxo-1,3-dihydrobenzo[c]thiophen-5-yl)amino)-8-((1R,2R)-2-hydroxy-2-methylcyclopentyl)-6-morpholinylpyrido[2,3-d]pyrimidin-7(8H)-one